C1(CC1)OC=1C=C(C=CC1[N+](=O)[O-])CNC 1-(3-cyclopropoxy-4-nitrophenyl)-N,N-dimethylamine